(Z)-3-(3-(((4-((dimethylamino)methyl)phenyl)amino)(phenyl)methylene)-2-oxoindolin-6-yl)-N-ethylpropiolamide CN(C)CC1=CC=C(C=C1)N\C(=C\1/C(NC2=CC(=CC=C12)C#CC(=O)NCC)=O)\C1=CC=CC=C1